FC1=C(C(=CC=C1)F)C1=NN2C(OC(CC2)CO)=C1C(=O)O 2-(2,6-Difluorophenyl)-5-(hydroxymethyl)-6,7-dihydro-5H-pyrazolo[5,1-b][1,3]oxazine-3-carboxylic acid